CN1N=CC=C1C1=C2C(=NC(=C1)N1[C@@H](COCC1)C)C(=NS2(=O)=O)C2=CC(=NN2)C (R)-7-(1-methyl-1H-pyrazol-5-yl)-3-(3-methyl-1H-pyrazol-5-yl)-5-(3-methylmorpholino)isothiazolo[4,5-b]pyridine 1,1-dioxide